(E)-tridec-4-en-1-ylacetate C(CC\C=C\CCCCCCCC)CC(=O)[O-]